C(C)C1=NC(=NN1C1=C(C=CC=C1)F)C=O (5-ethyl-1-(2-fluorophenyl)-1H-1,2,4-triazol-3-yl)methanone